(3S,6S,9S,10aR)-9-hydroxy-9-methyl-6-((S)-2-(methylamino)propanamido)-5-oxo-N-((R)-1,2,3,4-tetrahydronaphthalen-1-yl)decahydropyrrolo[1,2-a]azocine-3-carboxamide O[C@@]1(C[C@@H]2N(C([C@H](CC1)NC([C@H](C)NC)=O)=O)[C@@H](CC2)C(=O)N[C@@H]2CCCC1=CC=CC=C21)C